4-(2-(4-fluorobenzyl)thiazol-4-yl)-N,N-bis(2-hydroxyethyl)benzamide tert-butyl-3-[(7-bromo-2,6-dichloro-8-iodo-quinazolin-4-yl)-methyl-amino]-2-methyl-pyrrolidine-1-carboxylate C(C)(C)(C)OC(=O)N1C(C(CC1)N(C)C1=NC(=NC2=C(C(=C(C=C12)Cl)Br)I)Cl)C.FC1=CC=C(CC=2SC=C(N2)C2=CC=C(C(=O)N(CCO)CCO)C=C2)C=C1